(S)-(R)-3-(3,4-dimethoxyphenyl)-1-(3-hydroxyphenyl)propyl 1-((S)-2-cyclohexyl-2-(4-(3-iodoprop-oxy)-3,5-dimethoxyphenyl)acetyl)piperidine-2-carboxylate C1(CCCCC1)[C@H](C(=O)N1[C@H](CCCC1)C(=O)O[C@@H](CCC1=CC(=C(C=C1)OC)OC)C1=CC(=CC=C1)O)C1=CC(=C(C(=C1)OC)OCCCI)OC